4-amino-3-[6-(4-trifluoromethylphenyl)pyridin-3-ylazo]naphthalene-1-sulfonic acid NC1=C(C=C(C2=CC=CC=C12)S(=O)(=O)O)N=NC=1C=NC(=CC1)C1=CC=C(C=C1)C(F)(F)F